C(#C)C=1C=C(C=CC1)NC1=NC=NC2=CC(=C(C=C12)OCCCCCCC(=O)NO)OC 7-[[4-[(3-ethynylphenyl)amino]-7-methoxy-6-quinazolinyl]oxy]-N-hydroxy-heptanamide